COC(=O)C1=C(C(=C(C(=C1C)CBr)C)C(=O)OC)C 5-bromomethyl-2,4,6-trimethyl-1,3-benzenedicarboxylic acid dimethyl ester